rac-3-tert-Butyl-1,4'-bipiperidine hydrochloride Cl.C(C)(C)(C)[C@@H]1CN(CCC1)C1CCNCC1 |r|